NC1=NC=CC(=C1Cl)SC=1C=2N(C(=NC1)N1CCC3(CC1)CC1=C(N=C(S1)Cl)[C@H]3N)C=CN2 (S)-1'-(8-((2-amino-3-chloropyridin-4-yl)thio)imidazo[1,2-c]pyrimidin-5-yl)-2-chloro-4,6-dihydrospiro[cyclopenta[d]thiazol-5,4'-piperidin]-4-amine